methyl (3R,4S)-4-((2-(benzyloxy)-2-oxoethyl)amino)tetrahydrofuran-3-carboxylate C(C1=CC=CC=C1)OC(CN[C@H]1[C@H](COC1)C(=O)OC)=O